[NH4+].[Cl-].[Ca] calcium chloride, ammonium salt